pyrrolidin-1-yl-(4,5,6,7-tetrahydropyrazolo[1,5-a]pyrazin-3-yl)methanone hydrochloride Cl.N1(CCCC1)C(=O)C=1C=NN2C1CNCC2